1-benzyl-4-[4-(4-pyridyloxy)cyclohexoxy]pyridin-1-ium C(C1=CC=CC=C1)[N+]1=CC=C(C=C1)OC1CCC(CC1)OC1=CC=NC=C1